BrC1=C(C(=CC=C1)OC(F)F)Cl 1-bromo-2-chloro-3-(difluoromethoxy)benzene